N-(3-cyanomethoxy-2-isobutyl-phenyl)-N-methyl-methanesulfonamide C(#N)COC=1C(=C(C=CC1)N(S(=O)(=O)C)C)CC(C)C